5-pentylthio-1-(4-vinylbenzyl)-1H-tetrazole C(CCCC)SC1=NN=NN1CC1=CC=C(C=C1)C=C